[C@@H]1([C@H](O)[C@H](O)[C@@H](CO)O1)N1C=NC=2C(=N)N=CNC12 3H-adenosine